(s)-N-({3-[3-fluoro-4-(morpholin-4-yl)phenyl]-2-oxo-1,3-oxazolidin-5-yl}methyl)acetamide FC=1C=C(C=CC1N1CCOCC1)N1C(O[C@H](C1)CNC(C)=O)=O